C(CCSSCCC(=O)[O-])(=O)OCCCCCCCCCCCCCCCCCC octadecyl 3,3'-dithiobispropionate